CN1C(=NN=C1)C1C(CC1)C1=CC(=CC=C1)[N+](=O)[O-] 4-methyl-3-(2-(3-nitrophenyl)cyclobutyl)-4H-1,2,4-triazole